N-methyl-8-nitro-[1,2,4]triazolo[4,3-a]pyridine-6-carboxamide CNC(=O)C=1C=C(C=2N(C1)C=NN2)[N+](=O)[O-]